tert-butyl (methyl(oxo)(4-(4,4,5,5-tetramethyl-1,3,2-dioxaborolan-2-yl)benzyl)-λ6-sulfaneylidene)carbamate CS(CC1=CC=C(C=C1)B1OC(C(O1)(C)C)(C)C)(=O)=NC(OC(C)(C)C)=O